N-(5-(4-chloro-2-(4-((2-(dimethylamino)ethyl)(methyl)amino)phenyl)-1H-pyrrolo[2,3-b]pyridin-3-yl)-2-methylphenyl)acrylamide ClC1=C2C(=NC=C1)NC(=C2C=2C=CC(=C(C2)NC(C=C)=O)C)C2=CC=C(C=C2)N(C)CCN(C)C